N-(2-(2-(4-(2-((2-(2,6-dioxopiperidin-3-yl)-1-oxoisoindolin-4-yl)thio)acetyl)piperazin-1-yl)ethoxy)-4-methoxy-5-((4-(1-methyl-1H-indol-3-yl)pyrimidin-2-yl)amino)phenyl)acrylamide O=C1NC(CCC1N1C(C2=CC=CC(=C2C1)SCC(=O)N1CCN(CC1)CCOC1=C(C=C(C(=C1)OC)NC1=NC=CC(=N1)C1=CN(C2=CC=CC=C12)C)NC(C=C)=O)=O)=O